2-amino-4,6-bistrifluoromethylphenyl-1H-imidazole-1-methanone NC1=C(C(=CC(=C1)C(F)(F)F)C(F)(F)F)C=1N(C=CN1)C=O